sodium vinylalcohol C(=C)O.[Na]